OC1C(NC(N1CCCCCCCCCCCCCCCCCC)=O)=O 5-hydroxy-1-stearyl-hydantoin